(R)-3'-fluoro-5'-(isoxazolidin-3-yl)-N,N-dimethyl-[1,1'-biphenyl]-3-amine FC=1C=C(C=C(C1)[C@@H]1NOCC1)C1=CC(=CC=C1)N(C)C